Cl.F[C@H]1CNCC1 (R)-3-fluoropyrrolidine hydrogen chloride